6-Fluoropyridine FC1=CC=CC=N1